CCC(CC)N1N=CC(=C1)C=1C=2N(C=C(N1)C=1C=NN(C1)[C@H]([C@@H](CO)O)C)N=CC2 (2S,3S)-3-(4-(4-(1-(pent-3-yl)-1H-pyrazol-4-yl)pyrazolo[1,5-a]pyrazin-6-yl)-1H-pyrazol-1-yl)butane-1,2-diol